C1[C@@H]2C=C[C@H]1[C@H]([C@H]2C(=O)O)C(=O)O cis-endo-5-norbornene-2,3-dicarboxylic acid